CC1OC(CN(C1)C1=CC=C(C=C1)NC1=CC2=C(N(C(N2C)=O)C)C=C1)C 5-((4-(2,6-Dimethylmorpholino)phenyl)amino)-1,3-dimethyl-1,3-dihydro-2H-benzo[d]imidazol-2-one